O=C1NC(CCC1N1C(C2=CC(=C(C=C2C1)N1CCC(CC1)CCCS(=O)(=O)[O-])F)=O)=O 2-(1-(2-(2,6-Dioxopiperidin-3-yl)-6-fluoro-1-oxoisoindolin-5-yl)piperidin-4-yl)ethylmethanesulfonate